4-(2-hydroxyethyl)aniline OCCC1=CC=C(N)C=C1